4-(6-(3,5-dimethylisoxazol-4-yl)-3-phenyl-1H-pyrrolo[3,2-b]pyridin-1-yl)-3,5-diethoxybenzoic acid CC1=NOC(=C1C=1C=C2C(=NC1)C(=CN2C2=C(C=C(C(=O)O)C=C2OCC)OCC)C2=CC=CC=C2)C